[N+](#[C-])CC1=CC=CC=C1 isocyano(toluene)